ClC=1C(=C(C=CC1)NC1=C(NC2=C1C(NCC2)=O)C2=CC=NC1=C2N=C(N=C1)OC)CC 3-[(3-chloro-2-ethylphenyl)amino]-2-[2-methoxypyrido[3,2-d]pyrimidin-8-yl]-1H,5H,6H,7H-pyrrolo[3,2-c]pyridin-4-one